(S)-5,5-dimethyl-2-(5-methyl-2-pyrazinylamino)hexanoic acid CC(CC[C@@H](C(=O)O)NC1=NC=C(N=C1)C)(C)C